C(CCC)(=O)OC(CCC)=O butyric anhydride